NCC(C1=CC=C(C=C1)F)NC(=O)C=1N=CN(C1)C1=CC(=NC=C1C)NC1=CC=C(C=C1)F N-(2-amino-1-(4-fluoro-phenyl)ethyl)-1-(2-((4-fluoro-phenyl)amino)-5-methyl-pyridin-4-yl)-1H-imidazole-4-carboxamide